(2R)-2-([5-(1-ethyl-1H-indazol-6-yl)-1-[2-(pyrrolidin-1-yl)phenyl]-1H-pyrazol-3-yl]methoxy)-2-methylbutanoic acid C(C)N1N=CC2=CC=C(C=C12)C1=CC(=NN1C1=C(C=CC=C1)N1CCCC1)CO[C@@](C(=O)O)(CC)C